2-((3R*,4R*)-3-fluoro-4-(((5-fluoro-6-((S)-3-(4-(trifluoromethyl)phenyl)morpholino)pyrimidin-4-yl)amino)methyl)piperidin-1-yl)acetamide F[C@H]1CN(CC[C@@H]1CNC1=NC=NC(=C1F)N1[C@H](COCC1)C1=CC=C(C=C1)C(F)(F)F)CC(=O)N |o1:1,6|